FC=1C=C(C=CC1F)N1C(CCCC12CCN(CC2)C2=NC(=NC(=C2)N2N=CC(=C2)C(F)(F)F)C(C)(C)O)=O 1-(3,4-difluorophenyl)-9-(2-(2-hydroxypropan-2-yl)-6-(4-(trifluoromethyl)-1H-pyrazol-1-yl)pyrimidin-4-yl)1,9-diazaspiro[5.5]undecan-2-one